CC1=C(C=C(C(=C1)C)CN=C=O)CN=C=O 1,5-dimethyl-2,4-bis-(isocyanatomethyl)benzene